CN(C(/C=C/CC[C@H](C(=O)NC=1C(N(C=CC1)CC=1N(C2=CC=C(C=C2C1)F)C)=O)CN(C([O-])=O)C)=O)C (S,E)-7-(Dimethylamino)-1-((1-((5-fluoro-1-methyl-1H-indol-2-yl)methyl)-2-oxo-1,2-dihydropyridin-3-yl)amino)-1,7-dioxohept-5-en-2-yl-dimethylcarbamat